N-[(4S)-3,4-dihydro-2H-benzopyran-4-yl]-7-fluoro-4-(3-fluoroazetidin-1-yl)-8-(2,3,5-trifluorophenyl)quinoline-3-carboxamide O1CC[C@@H](C2=C1C=CC=C2)NC(=O)C=2C=NC1=C(C(=CC=C1C2N2CC(C2)F)F)C2=C(C(=CC(=C2)F)F)F